O=C1NC(CCC1N1C(C2=CC=C(C=C2C=N1)C=1CCN(CC1)C(=O)OC(C)(C)C)=O)=O tert-butyl 4-(2-(2,6-dioxopiperidin-3-yl)-1-oxo-1,2-dihydrophthalazin-6-yl)-3,6-dihydropyridine-1(2H)-carboxylate